rac-(R)-3-(isoquinolin-4-yl)-2-oxo-1-(3-(trifluoromethyl)cyclobutyl)imidazoline-4-carbonitrile C1=NC=C(C2=CC=CC=C12)N1C(N(C[C@@H]1C#N)C1CC(C1)C(F)(F)F)=O |r|